COC1CC=CC2=CC=CC=C12 methoxy-1,2-dihydronaphthalene